P(=O)([O-])([O-])[O-].P(=O)([O-])([O-])[O-].[Co+2].[Co+2].[Co+2] tricobalt bis(orthophosphate)